benzene-1,3-dimethanol C1(=CC(=CC=C1)CO)CO